ClC1=C(C=2N=C(N=C(C2C=N1)N1C[C@@](CCC1)(O)C)OCC12CCCN2CCC1)F (R)-1-(7-chloro-8-fluoro-2-((hexahydro-1H-pyrrolizine-7a-yl)methoxy)pyrido[4,3-d]pyrimidin-4-yl)-3-methylpiperidin-3-ol